N1=CC=C2N1C=CC(=N2)C2=CNC=1N=C(N=CC12)NC1CCOCC1 5-(pyrazolo[1,5-a]pyrimidin-5-yl)-N-(tetrahydro-2H-pyran-4-yl)-7H-pyrrolo[2,3-d]pyrimidin-2-amine